4-methoxy-6-(trifluoromethyl)-1H-indole-2-carboxylic acid COC1=C2C=C(NC2=CC(=C1)C(F)(F)F)C(=O)O